NC1=CC(=C(C(=C1)F)N1CCC(CC1)(O)CC(=O)OC(C)(C)C)Cl Tert-butyl 2-[1-(4-amino-2-chloro-6-fluoro-phenyl)-4-hydroxy-4-piperidyl]acetate